C(#N)C=1C=C(C=CC1)C1=C(C(=O)N)C=CC=C1S(=O)(=O)N1CCCC2=CC=CC=C12 (3-cyanophenyl)-3-((3,4-dihydroquinolin-1(2H)-yl)sulfonyl)benzamide